(1s,2s,5r)-1-hydroxy-2-isopropyl-5-methyl-N-(2-phenoxyethyl)cyclohexanecarboxamide O[C@@]1([C@@H](CC[C@H](C1)C)C(C)C)C(=O)NCCOC1=CC=CC=C1